(1R,2S,4R)-4-({[4-(4-chloro-1H-pyrrolo[3,2-c]pyridin-7-yl)phenyl]methyl}amino)-2-{methyl[6-(2,2,2-trifluoroethyl)thieno[2,3-d]pyrimidin-4-yl]amino}cyclopentan-1-ol hydrochloride Cl.ClC1=NC=C(C2=C1C=CN2)C2=CC=C(C=C2)CN[C@@H]2C[C@@H]([C@@H](C2)O)N(C=2C1=C(N=CN2)SC(=C1)CC(F)(F)F)C